4-[4-[[1-(4-fluorophenyl)-2-oxo-pyridine-3-carbonyl]amino]phenoxy]-N-(1-methyl-4-piperidyl)-1,7-naphthyridine-6-carboxamide FC1=CC=C(C=C1)N1C(C(=CC=C1)C(=O)NC1=CC=C(OC2=CC=NC3=CN=C(C=C23)C(=O)NC2CCN(CC2)C)C=C1)=O